C(CC(C)S(=O)(=O)[O-])S(=O)(=O)OC(C)C(=O)OCC 1-ethoxycarbonylethyl 1,3-butanedisulfonate